ethyl 4-bromo-3-methyl-7-[4-(trifluoromethoxy)-phenyl]-benzimidazole-5-carboxylate BrC1=C(C=C(C=2N=CN(C21)C)C2=CC=C(C=C2)OC(F)(F)F)C(=O)OCC